NC1=C2C(=NC=N1)N(N=C2C2=CC=C(C=C2)OC2=CC=CC=C2)C2CN(CC2)CCCC(=O)N2CCN(CC2)C(CCCC[NH-])C2=C1C(N(C(C1=CC=C2)=O)C2ONOCC2)=O 5-(4-(4-(3-(4-amino-3-(4-phenoxyphenyl)-1H-pyrazolo[3,4-d]pyrimidin-1-yl)pyrrolidin-1-yl)butanoyl)piperazin-1-yl)-N-(2-(2,6-dioxapiperidin-3-yl)-1,3-dioxoisoindol-4-yl)pentyl-Amide